6-methyl-1-heptene CC(CCCC=C)C